C(C)[C@H](C(=O)OCCCCCCOCC1=CC=CC=C1)C(N1N=C(C=C1)CCCC1=NC=2NCCCC2C=C1)C=1C=NC(=CC1)OC 6-(Benzyloxy)hexane-1-ol Ethyl-(S)-3-(6-methoxypyridin-3-yl)-3-(3-(3-(5,6,7,8-tetrahydro-1,8-naphthyridin-2-yl)propyl)-1H-pyrazol-1-yl)propanoate